C1(CC1)C(=O)N1[C@H]([C@H]([C@H](C1)F)NS(=O)(=O)C1CC1)CC=1C(=C(C=CC1)C1=CC(=CC=C1)F)F N-{(2S,3R,4S)-1-(cyclopropanecarbonyl)-2-[(2,3'-difluoro[1,1'-biphenyl]-3-yl)methyl]-4-fluoropyrrolidin-3-yl}cyclopropanesulfonamide